ClC1=C(C=CC2=C1C(=N[C@H](C=1N2C=C(C(N1)=O)C=C)C)C1=C(C=CC=C1F)F)Cl (5S)-8,9-dichloro-7-(2,6-difluorophenyl)-5-methyl-2-vinyl-5H-pyrimido[1,2-a][1,4]benzodiazepin-3-one